tert-butyl (2R)-2-(dimethylcarbamoyl)-4-(2-ethoxy-2-oxoethylidene)pyrrolidine-1-carboxylate CN(C(=O)[C@@H]1N(CC(C1)=CC(=O)OCC)C(=O)OC(C)(C)C)C